C(C1=CC=CC=C1)OCCOCCOCCOC1CCN(CC1)C(=O)OC(C)(C)C tert-butyl 4-(2-[2-[2-(benzyloxy)ethoxy]ethoxy]ethoxy)piperidine-1-carboxylate